9-(3-bromo-2-isothiocyanatophenyl)-2,6-di-tert-butylanthracene BrC=1C(=C(C=CC1)C=1C2=CC=C(C=C2C=C2C=CC(=CC12)C(C)(C)C)C(C)(C)C)N=C=S